(-)-Kaur-16-en-19-ol C[C@@]12CCCC([C@H]1CC[C@]34[C@H]2CC[C@@H](C3)C(=C)C4)(C)CO